(S)-N-(3-(2-((1,5-dimethyl-1H-pyrazol-3-yl)amino)-5-methylpyrimidin-4-yl)-1H-indol-7-yl)-2-(3-((5-fluoro-2-morpholinopyrimidin-4-yl)oxy)pyrrolidin-1-yl)acetamide CN1N=C(C=C1C)NC1=NC=C(C(=N1)C1=CNC2=C(C=CC=C12)NC(CN1C[C@H](CC1)OC1=NC(=NC=C1F)N1CCOCC1)=O)C